6-[3-(difluoromethyl)-4-fluoro-phenyl]-1-[(5-fluoro-3-pyridyl)methyl]-3-methyl-imidazo[4,5-b]pyridin-2-one FC(C=1C=C(C=CC1F)C=1C=C2C(=NC1)N(C(N2CC=2C=NC=C(C2)F)=O)C)F